7-((3S,5S)-3,5-dimethylpiperazin-1-yl)-N-(8-fluoro-7-methoxy-2-methylimidazo[1,2-a]pyridin-6-yl)-2-methoxybenzo[d]thiazole-4-carboxamide 2,2,2-trifluoroacetate FC(C(=O)O)(F)F.C[C@H]1CN(C[C@@H](N1)C)C=1C=CC(=C2N=C(SC21)OC)C(=O)NC=2C(=C(C=1N(C2)C=C(N1)C)F)OC